CON=C(CC)CCC=CC oct-6-en-3-one-O-methyloxime